CN1C(NC[C@@H]1C(=O)NC1=CC(=CC=2OCOC21)OC2=NC=C(C=C2)C(F)(F)F)=O (R)-3-methyl-2-oxo-N-(6-((5-(trifluoromethyl)pyridin-2-yl)oxy)benzo[d][1,3]dioxol-4-yl)imidazolidine-4-carboxamide